C(C1=CC=CC=C1)OC=1C(=C(C2=CC(=C(C=C2C1)OCC1=CC=CC=C1)Br)F)N 3,6-bis(benzyloxy)-7-bromo-1-fluoronaphthalen-2-amine